BrC=1C=CC(=C(C1)CO)N1CC(CC1)NC=1SC=C(N1)C(F)(F)F (5-bromo-2-(3-(4-(trifluoromethyl)thiazol-2-ylamino)pyrrolidin-1-yl)phenyl)methanol